6-((S)-2-methyl-pyrrolidine-1-carbonyl)-3,4-dihydro-1H-pyrrolo[2,1-c][1,4]oxazine C[C@@H]1N(CCC1)C(=O)C1=CC=C2COCCN21